N-((1,2,3,5,6,7-hexahydro-s-indacen-4-yl)carbamoyl)-4,5,6,7-tetrahydropyrazolo[1,5-a]pyrazine-3-sulfonimidamide C1CCC2=C(C=3CCCC3C=C12)NC(=O)NS(=O)(=N)C=1C=NN2C1CNCC2